(S)-1-(2-(3-acetyl-5-(6-methylpyridin-3-yl)-1H-indazol-1-yl)acetyl)-N-(6-methylpyridin-2-yl)azetidine-2-carboxamide C(C)(=O)C1=NN(C2=CC=C(C=C12)C=1C=NC(=CC1)C)CC(=O)N1[C@@H](CC1)C(=O)NC1=NC(=CC=C1)C